C(CCC)C1=NN(C(=C1O)CC)C Butyl-5-ethyl-4-hydroxy-1-methyl-pyrazol